CC=1C(=C2C(=NC1C(F)(F)F)CC(C2)C)NC(=O)N=[S@](=O)(N)C2=NN(C=C2F)CC (R)-N'-((3,6-dimethyl-2-(trifluoromethyl)-6,7-dihydro-5H-cyclopenta[b]pyridin-4-yl)carbamoyl)-1-ethyl-4-fluoro-1H-pyrazole-3-sulfonimidamide